4-bromo-2-methoxy-3,5-dimethylpyridine BrC1=C(C(=NC=C1C)OC)C